ClC1=C(C=C(OCC(=O)NC23CC(C2)(C3)NC3=NC(=NC=C3)N3CCOCC3)C=C1)F 2-(4-chloro-3-fluorophenoxy)-N-(3-{[2-(morpholin-4-yl)pyrimidin-4-yl]amino}bicyclo[1.1.1]pent-1-yl)acetamide